2-(2-Furanylmethyl-sulfinyl)-N-[4-[4-(1-piperidinylmethyl)-2-pyridyl]oxy-2(Z)-butenyl]acetamide O1C(=CC=C1)CS(=O)CC(=O)NC\C=C/COC1=NC=CC(=C1)CN1CCCCC1